2-(5,6-difluoro-1H-indol-3-yl)-N,N-dimethyl-2-oxoacetamide FC=1C=C2C(=CNC2=CC1F)C(C(=O)N(C)C)=O